CN(C(OC(C)(C)C)=O)CCC1=CC(=CC=C1)OCCN1CCC12COC2 tert-butyl methyl(2-{3-[2-(6-oxa-1-azaspiro[3.3]heptan-1-yl)ethoxy]phenyl}ethyl)carbamate